3-(3,5-dichloroanilino)-2-fluoro-2-methoxy-3-oxo-propanoate ClC=1C=C(NC(C(C(=O)[O-])(OC)F)=O)C=C(C1)Cl